(R)-tert-butyl-Sulfinamide C(C)(C)(C)[S@@](=O)N